6,7-dimethoxy-1(3h)-isobenzofuranone COC1=CC=C2COC(C2=C1OC)=O